O=C1N(CCC(N1)=O)C1=NN(C2=CC(=CC=C12)[C@H]1[C@H](CN(CC1)C(=O)OC(C)(C)C)OC)C |r| tert-butyl rac-(3R,4S)-4-[3-(2,4-dioxohexahydropyrimidin-1-yl)-1-methyl-indazol-6-yl]-3-methoxy-piperidine-1-carboxylate